boc-cis-4-aminocyclohexanecarboxylic acid C(=O)(OC(C)(C)C)C1(CCC(CC1)N)C(=O)O